COC1=C(CN2C3(CC3)[C@H]([C@@H](C2)C=2C=NC=CC2)C#N)C=CC(=C1)OC |r| Rac-(6R,7S)-4-(2,4-dimethoxybenzyl)-6-(pyridin-3-yl)-4-azaspiro[2.4]heptane-7-carbonitrile